F[B-](F)(F)F.C(C)(C)(C)[PH+](C1=CC2=CC=CC=C2C=C1)C(C)(C)C di-(tert-butyl)(2-naphthyl)phosphonium tetrafluoroborate